2-(5-aminopentanoylamino)-N-(4,5-dimethylthiazol-2-yl)benzamide NCCCCC(=O)NC1=C(C(=O)NC=2SC(=C(N2)C)C)C=CC=C1